C1(CC1)C(=O)NC1=CC(=C(N=N1)C(NC([2H])([2H])[2H])=O)NC=1C(=C(C(=O)O)C=CC1)OC 3-((6-(cyclopropanecarboxamido)-3-(trideuteromethylcarbamoyl)pyridazin-4-yl)amino)-2-methoxybenzoic acid